Sodium hexafluoroarsenate F[As-](F)(F)(F)(F)F.[Na+]